N-(Cyclopropylmethyl)-6-(4-{1-[(2-methoxyphenyl)methyl]piperidin-4-yl}-1,4-diazepan-1-yl)pyridine-2-carboxamide C1(CC1)CNC(=O)C1=NC(=CC=C1)N1CCN(CCC1)C1CCN(CC1)CC1=C(C=CC=C1)OC